FC1=CC=CC(=N1)C1=CC=C(C=C1)CC1=CC2=C(C(N1C)=O)C=NN2C2CCOCC2 6-[[4-(6-fluoro-2-pyridinyl)phenyl]methyl]-5-methyl-1-tetrahydropyran-4-yl-pyrazolo[4,3-c]pyridin-4-one